Inosine-5'-phosphate P(=O)(O)(O)OC[C@@H]1[C@H]([C@H]([C@@H](O1)N1C=NC=2C(O)=NC=NC12)O)O